CN(C)CC1OC2=C(OC1)C=CC(=C2)NC2=NC=CC(=N2)NC=2C=NC1=CC=CC=C1C2 N2-(3-((dimethylamino)methyl)-2,3-dihydrobenzo[b][1,4]dioxin-6-yl)-N4-(quinolin-3-yl)pyrimidine-2,4-diamine